FC1(CCC(CC1)C1=NC=CC(=C1NC(C1=CN=C(C(=C1)F)OC(C)C)=O)C1=NN(C=C1)C1OCCCC1)F N-(2-(4,4-difluorocyclohexyl)-4-(1-(tetra-hydro-2H-pyran-2-yl)-1H-pyrazol-3-yl)pyridin-3-yl)-5-fluoro-6-isopropoxynicotinamide